tert-butyl 7-(4,4,5,5-tetramethyl-1,3,2-dioxaborolan-2-yl)-2,3-dihydro-1H-pyrido[2,3-b][1,4]oxazine-1-carboxylate CC1(OB(OC1(C)C)C1=CC2=C(OCCN2C(=O)OC(C)(C)C)N=C1)C